1,7-bismaleimidylnaphthalene C1(C=CC(N1C1=CC=CC2=CC=C(C=C12)N1C(C=CC1=O)=O)=O)=O